C(C)(C)(C)OC(=O)N1CCOC2(CN(C2CN)C)C1 (aminomethyl)-2-methyl-5-oxa-2,8-diazaspiro[3.5]Nonane-8-carboxylic acid tert-butyl ester